3-Chloro-N-(4-ethylphenyl)butanamide ClC(CC(=O)NC1=CC=C(C=C1)CC)C